COC(C=C)=O.NC(=O)OCC urethane methyl-(acrylate)